ClC1=C(C(=O)O)C=CC(=C1)C1=CC(=CC=C1)COC=1C=C2CN(C(C2=CC1)=O)C1CCCC1 2-Chloro-4-{3-[(2-cyclopentyl-1-oxoisoindolin-5-yloxy)methyl]phenyl}benzoic acid